5-(4-fluoro-1-isopropyl-2-methyl-1H-benzo[d]imidazol-6-yl)-N-(2-methoxyethyl)pyrrolo[2,1-f][1,2,4]triazin-2-amine FC1=CC(=CC=2N(C(=NC21)C)C(C)C)C=2C=CN1N=C(N=CC12)NCCOC